Methanesulfonic acid (3S)-tetrahydrofuran-3-yl ester O1C[C@H](CC1)OS(=O)(=O)C